CO[Si](CCC[Si](OC)(OC)OC)(OC)OC 1,3-bis(trimethoxysilyl)propane